2-(6-Fluoro-benzothiazol-2-ylamino)-1-methyl-1H-benzoimidazole FC1=CC2=C(N=C(S2)NC2=NC3=C(N2C)C=CC=C3)C=C1